CN1N=CC(=C1)S(=O)(=O)C1=CC=C(C=C1)NC(=O)NCC1=CN=CO1 1-[4-(1-Methyl-1H-pyrazole-4-sulfonyl)-phenyl]-3-oxazol-5-ylmethyl-urea